(S)- and (R)-2-((4-chloro-phenethyl)amino)-2-phenyl-1-(6-(pyridin-2-yl)-1H-indol-3-yl)ethan-1-one ClC1=CC=C(CCN[C@H](C(=O)C2=CNC3=CC(=CC=C23)C2=NC=CC=C2)C2=CC=CC=C2)C=C1 |r|